ethyl 1-(1-cyanocyclopropyl)-6-(tetrahydro-2H-pyran-4-yl)indolizine-2-carboxylate C(#N)C1(CC1)C=1C(=CN2C=C(C=CC12)C1CCOCC1)C(=O)OCC